[4-(4,5-dichloro-thiazol-2-yloxy)-2,5-dimethyl-phenyl]-N-methyl-formamidine ClC=1N=C(SC1Cl)OC1=CC(=C(C=C1C)C(=N)NC)C